5,5-difluoro-1-[(E)-2-vinylbut-2-yloxy]carbonyl-piperidine-3-carboxylic acid FC1(CC(CN(C1)C(=O)OC(C)(CC)C=C)C(=O)O)F